(4-amino-2-methoxy-phenyl)methanol NC1=CC(=C(C=C1)CO)OC